1-Methyl-6-nitro-2-oxo-1,2-dihydroquinoline-7-carboxamide CN1C(C=CC2=CC(=C(C=C12)C(=O)N)[N+](=O)[O-])=O